CN1C(=NC=2C(=NC(=CC21)C2=CC=C(C=C2)N2C[C@H]1[C@@H](C2)CN(C1)CC(C)(O)C)C)C1=CC=C(C=C1)S(=O)(=O)C 1-((3aR,6aS)-5-(4-(1,4-dimethyl-2-(4-(methylsulfonyl)phenyl)-1H-imidazo[4,5-c]pyridin-6-yl)phenyl)hexahydropyrrolo[3,4-c]pyrrol-2(1H)-yl)-2-methylpropan-2-ol